CC1=C(C=CC=C1C(F)(F)F)[C@@H](C)NC1=NC=2N(C3=CC=C(C=C13)O[C@@H]1COCC1)C=CN2 N-((R)-1-(2-Methyl-3-(trifluoromethyl)phenyl)ethyl)-7-(((S)-tetrahydrofuran-3-yl)oxy)imidazo[1,2-a]quinazolin-5-amine